C(C)(=O)OC=CC=CCCCCCCCCCC tetradecadiene-1-ol acetate